5-(4-acetyl-benzylamino)-2-ethoxybenzenesulfonyl chloride methyl-(2R,3S)-2-(((cis-4-(3,5-difluorophenyl)cyclohexyl)oxy)-methyl)-3-((methylsulfonyl)amino)piperidine-1-carboxylate COC(=O)N1[C@H]([C@H](CCC1)NS(=O)(=O)C)CO[C@@H]1CC[C@@H](CC1)C1=CC(=CC(=C1)F)F.C(C)(=O)C1=CC=C(CNC=2C=CC(=C(C2)S(=O)(=O)Cl)OCC)C=C1